(R)-5-[1-(2-Cyclopropyl-6-fluoro-phenyl)-piperidin-4-yl]-2,4-dimethyl-7-(2-trifluoromethyl-benzyl)-2,4,5,7-tetrahydro-pyrazolo[3,4-d]pyrimidin-6-on C1(CC1)C1=C(C(=CC=C1)F)N1CCC(CC1)N1C(N(C=2C([C@H]1C)=CN(N2)C)CC2=C(C=CC=C2)C(F)(F)F)=O